FC1=C(C=CC=C1F)[C@@H]1[C@@H]2[C@H]([C@@H]2CN1C=1N=CC(=NC1)C(=O)N[C@H](C)\C=C\S(=O)(=O)C)C 5-((1R,2S,5S,6S)-2-(2,3-Difluorophenyl)-6-methyl-3-azabicyclo[3.1.0]hexan-3-yl)-N-((R,E)-4-(methylsulfonyl)but-3-en-2-yl)pyrazine-2-carboxamide